C(CCCCCCC)C(C(=O)O)(CCCCCCCCCCCC)CCCCCCCCCCCC octyldodecyl-MYRISTIC ACID